8-nonenic acid C(CCCCCCC=C)(=O)O